2-(1-(3-chloro-2-(methylamino)-5-nitrophenyl)-1H-imidazol-4-yl)-5-(trifluoromethyl)phenol ClC=1C(=C(C=C(C1)[N+](=O)[O-])N1C=NC(=C1)C1=C(C=C(C=C1)C(F)(F)F)O)NC